3-chloro-5-cyclobutoxy-4-(1-(dicyclopropylmethyl)-5-(3,5-dimethylisoxazol-4-yl)-1H-pyrrolo[2,3-b]pyridin-3-yl)benzoic acid ClC=1C=C(C(=O)O)C=C(C1C1=CN(C2=NC=C(C=C21)C=2C(=NOC2C)C)C(C2CC2)C2CC2)OC2CCC2